5-fluoro-3-((4-methoxy-3-(4-methylpiperazin-1-yl)phenyl)sulfonyl)-1H-indole FC=1C=C2C(=CNC2=CC1)S(=O)(=O)C1=CC(=C(C=C1)OC)N1CCN(CC1)C